trans-N-phenyl-4-{[(6-trifluoromethyl-quinolin-4-yl)amino]Methyl}cyclohexane-1-carboxamide tert-Butyl-(3R,4S)-4-(4-chloro-N-methyl-anilino)-3-methyl-piperidine-1-carboxylate C(C)(C)(C)OC(=O)N1C[C@H]([C@H](CC1)N(C1=CC=C(C=C1)Cl)C)C.C1(=CC=CC=C1)NC(=O)[C@@H]1CC[C@H](CC1)CNC1=CC=NC2=CC=C(C=C12)C(F)(F)F